N-(8'-(azetidin-1-yl)-4'H-spiro[cyclopropane-1,5'-naphtho[2,1-d]isoxazol]-3'-yl)-2,6-dimethoxy-4-(1,4-oxazepane-4-carbonyl)benzenesulfonamide N1(CCC1)C1=CC=C2C3(CC=4C(=NOC4C2=C1)NS(=O)(=O)C1=C(C=C(C=C1OC)C(=O)N1CCOCCC1)OC)CC3